ClC1=C(C=CC(=C1)Cl)CN1N=C(C2=CC=CC=C12)NC(=O)C1=C(C=NC=C1)F N-[1-[(2,4-dichlorophenyl)methyl]indazol-3-yl]-3-fluoro-pyridine-4-carboxamide